C1(CC1)C=1N=C(C=2N(C1)C=C(N2)CN(C)CC2=CC=C(C=C2)OC)N2C(CCC2)=O 1-(6-cyclopropyl-2-(((4-methoxybenzyl)(methyl)amino)methyl)imidazo[1,2-a]pyrazin-8-yl)pyrrolidin-2-one